8-methoxy-3-[1-(2,2,3,3,3-pentafluoropropyl)-1,2,4-triazol-3-yl]-2-(trifluoromethyl)-4H-pyrido[1,2-a]pyrimidin-4-one COC1=CC=2N(C(C(=C(N2)C(F)(F)F)C2=NN(C=N2)CC(C(F)(F)F)(F)F)=O)C=C1